NC1=C(C(=C(C(=C1F)F)F)F)N 1,2-diaminotetrafluorobenzene